FC(OC=1C=C(C=CC1C=O)C1=NN(C=C1C)C1=CC=C(C#N)C=C1)F 4-{3-[3-(difluoromethoxy)-4-formylphenyl]-4-methyl-1H-pyrazol-1-yl}benzonitrile